3-chloro-2-methyl-prop-1-ene ClCC(=C)C